6-chloro-3-((4-(diethoxymethyl)-1H-1,2,3-triazol-1-yl)methyl)-2-methoxypyridine ClC1=CC=C(C(=N1)OC)CN1N=NC(=C1)C(OCC)OCC